ethyl 5-(3-fluoropyridin-2-yl)-7-hydroxy-6,7-dihydro-5H-pyrrolo[1,2-b][1,2,4]triazole-2-carboxylate FC=1C(=NC=CC1)C1CC(C=2N1N=C(N2)C(=O)OCC)O